2-(8-bromo-2-methyl-[1,2,4]triazolo[1,5-a]pyridin-5-yl)propan-2-ol BrC=1C=2N(C(=CC1)C(C)(C)O)N=C(N2)C